(1S,2S)-2-fluoro-N-{4-[6-(1-hydroxybutyl)-4-methylpyridin-3-yl]-[1,2,4]triazolo[1,5-a]1,6-naphthyridin-8-yl}cyclopropan-1-carboxamide F[C@@H]1[C@@H](C1)C(=O)NC1=NC=C2C=C(C=3N(C2=C1)N=CN3)C=3C=NC(=CC3C)C(CCC)O